(S)-N-(5-(2-(2-aminopyridin-3-yl)-5-(1H-pyrazol-1-yl)-3H-imidazo[4,5-b]pyridin-3-yl)-2,3-dihydro-1H-inden-1-yl)-4-(benzyloxy)-2-fluoro-5-formylbenzamide NC1=NC=CC=C1C1=NC=2C(=NC(=CC2)N2N=CC=C2)N1C=1C=C2CC[C@@H](C2=CC1)NC(C1=C(C=C(C(=C1)C=O)OCC1=CC=CC=C1)F)=O